4-(6-chloro-2-((1-((dimethyl-amino)meth-yl)cyclopropyl)meth-oxy)-8-fluoro-4-((1S,4S)-4-methyl-2,5-diazabicyclo[2.2.2]octan-2-yl)quinazolin-7-yl)naphthalen-2-ol ClC=1C=C2C(=NC(=NC2=C(C1C1=CC(=CC2=CC=CC=C12)O)F)OCC1(CC1)CN(C)C)N1[C@@H]2CN[C@](C1)(CC2)C